5-phenyl-11-(4-(9,9-dimethylfluorene-2-yl)-6-phenyl-1,3,5-triazine-2-yl)-5H,11H-indolo[3,2-b]carbazole C1(=CC=CC=C1)N1C2=CC=CC=C2C2=CC=3N(C4=CC=CC=C4C3C=C21)C2=NC(=NC(=N2)C2=CC=1C(C3=CC=CC=C3C1C=C2)(C)C)C2=CC=CC=C2